4-(6-Chloropyridin-2-yl)piperidine-1-carboxylic acid tert-butyl ester C(C)(C)(C)OC(=O)N1CCC(CC1)C1=NC(=CC=C1)Cl